O1COC2=C1C=CC(=C2)S(=O)(=O)N2CCN(CC2)C(C(CCCOC2=CC(=C(C=C2)F)F)(C)C)=O 1-(4-(benzo[1,3]dioxol-5-ylsulfonyl)piperazin-1-yl)-5-(3,4-difluorophenoxy)-2,2-dimethylpentan-1-one